N-[p-(4-morpholino-1H-1,5,7-triazainden-2-yl)phenyl]-1-[4-(1-azetidinyl)-4-oxo-2-butynyl]-4-hydroxy-4-piperidinecarboxamide O1CCN(CC1)C1=C2C=C(NC2=NC=N1)C1=CC=C(C=C1)NC(=O)C1(CCN(CC1)CC#CC(=O)N1CCC1)O